BrC=1C=C(C=CC1)CCC=1C=NC=NC1 5-[2-(3-bromophenyl)ethyl]pyrimidine